iron-silicon aluminum nickel [Ni].[Al].[Si].[Fe]